tert-butyl 3-(6-(8-fluoro-2-methylimidazo[1,2-a]pyridine-6-carboximidamido)pyridin-3-yl)pyrrolidine-1-carboxylate FC=1C=2N(C=C(C1)C(NC1=CC=C(C=N1)C1CN(CC1)C(=O)OC(C)(C)C)=N)C=C(N2)C